C1(CCCC1)NC(C1=CC(=CC(=C1)NC(CCC(C)C)=O)NC(CCC(C)C)=O)=O N-cyclopentyl-3,5-bis-(4-methylpentanoylamino)-benzamide